Cl.CN[C@@H]1COC2=C1C=CC(=C2)F (S)-N-methyl-6-fluoro-2,3-dihydrobenzofuran-3-amine hydrogen chloride